N-((3R,4S)-4-((7-(2,6-difluoro-3,5-dimethoxyphenyl)-5-(3-methoxy-3-methylpyrrolidin-1-yl)-2,6-naphthyridin-3-yl)amino)tetrahydrofuran-3-yl)acrylamide FC1=C(C(=C(C=C1OC)OC)F)C1=NC(=C2C=C(N=CC2=C1)N[C@H]1[C@H](COC1)NC(C=C)=O)N1CC(CC1)(C)OC